2-chloro-5-methyl-4-[[1-[1-methyl-4-(trifluoromethyl)imidazol-2-yl]-4-piperidyl]methoxy]pyrimidine ClC1=NC=C(C(=N1)OCC1CCN(CC1)C=1N(C=C(N1)C(F)(F)F)C)C